(1R,2R)-2-hydroxycyclopentane-1-sulfonamide O[C@H]1[C@@H](CCC1)S(=O)(=O)N